CC=1N(C(=CC1)C)C1=CC(=C(C=N1)N1CCN(CC1)C(=O)[O-])OC 4-[6-(2,5-dimethyl-1H-pyrrol-1-yl)-4-methoxypyridin-3-yl]piperazine-1-carboxylate